tert-butyl (E)-2-(2-((benzyloxy)methyl)-2-(3-(3-ethoxy-2-methyl-3-oxoprop-1-en-1-yl)-2-fluorophenyl)-7-((2-hydroxyethyl)sulfonyl)-6,6-dimethylheptanoyl)-1-methylhydrazine-1-carboxylate C(C1=CC=CC=C1)OCC(C(=O)NN(C(=O)OC(C)(C)C)C)(CCCC(CS(=O)(=O)CCO)(C)C)C1=C(C(=CC=C1)\C=C(\C(=O)OCC)/C)F